N-(1-(3-hydroxycyclobutyl)-1H-pyrazol-4-yl)-1H-indazole-3-carboxamide OC1CC(C1)N1N=CC(=C1)NC(=O)C1=NNC2=CC=CC=C12